CC1=C2C(=CC(=C1)O2)C 2,6-dimethyl-1,4-phenylenoxid